C(C1=CC=CC=C1)N1CCC(CC1)CCNC(=O)C1CCN(CC1)C1=CC(=CC=C1)OC(F)(F)F N-[2-(1-benzylpiperidin-4-yl)ethyl]-1-[3-(trifluoromethoxy)phenyl]piperidine-4-carboxamide